1-{2-[(1H-1,3-Benzodiazol-2-ylmethyl)amino]ethyl}-N-[(3-fluoropyridin-2-yl)methyl]-1H-pyrazole-4-carboxamide N1C(=NC2=C1C=CC=C2)CNCCN2N=CC(=C2)C(=O)NCC2=NC=CC=C2F